C[SiH](C)[Hf+](C1C=C(C2=CC=3CCCC3C=C12)CC(C)C)C1C(=C(C(=C1C)C)C)C dimethylsilyl-tetramethylcyclopentadienyl-(3-isobutyl-1,5,6,7-tetrahydro-s-indacenyl)hafnium(IV)